1,1-bis(4-hydroxyphenyl)-3-t-butylcyclohexane OC1=CC=C(C=C1)C1(CC(CCC1)C(C)(C)C)C1=CC=C(C=C1)O